Tert-butyl 2-(((7-chloro-8-fluoro-2-(methylthio)-4-oxo-3,4-dihydropyrido[4,3-d]pyrimidin-5-yl)oxy)methyl)-3,8-diazabicyclo[3.2.1]octane-8-carboxylate ClC1=C(C=2N=C(NC(C2C(=N1)OCC1C2CCC(CN1)N2C(=O)OC(C)(C)C)=O)SC)F